CC1(C[C@@H](CN1C(C(F)(F)F)=O)CCC=O)C 3-[(3S)-5,5-dimethyl-1-(2,2,2-trifluoroacetyl)pyrrolidin-3-yl]propanal